C(C)(C)NC(CN1N=C(C=CC1=O)C1=CC=C(C=C1)OC(F)(F)F)=O N-isopropyl-2-(6-oxo-3-(4-(trifluoromethoxy)phenyl)pyridazin-1(6H)-yl)acetamide